3-(3,5-difluorophenyl)-2,7-dimethyl-2,4,5,7-tetrahydro-6H-pyrazolo[3,4-c]pyridine-6-carboxylic acid tert-butyl ester C(C)(C)(C)OC(=O)N1C(C=2C(CC1)=C(N(N2)C)C2=CC(=CC(=C2)F)F)C